ethyl-3-(N'-isopropylformimidamido)-1-(pyridin-3-yl)-1H-pyrazole-4-carboxylate C(C)OC(=O)C=1C(=NN(C1)C=1C=NC=CC1)NC=NC(C)C